C1(CC1)C=NO N-(cyclopropylmethylene)hydroxylamine